2-[(2S)-1-(4-{5-[5-fluoro-6-(2-methoxyethoxy)-1H-indazol-3-yl]-1,2-oxazol-3-yl}benzoyl)pyrrolidin-2-yl]propan-2-ol FC=1C=C2C(=NNC2=CC1OCCOC)C1=CC(=NO1)C1=CC=C(C(=O)N2[C@@H](CCC2)C(C)(C)O)C=C1